4-((4-cyano-1H-pyrazol-1-yl)methyl)piperidine-1-carboxylic acid tert-butyl ester C(C)(C)(C)OC(=O)N1CCC(CC1)CN1N=CC(=C1)C#N